8-methylpyrrolo[1,2-a]quinoxaline CC1=CC=C2N=CC=3N(C2=C1)C=CC3